7-bromo-3,4-dihydro-2H-thiochromene 1,1-dioxide BrC1=CC=C2CCCS(C2=C1)(=O)=O